Cadmium sulfid [S-2].[Cd+2]